FC(C(=O)O)(F)F.FC(C(=O)O)(F)F.ClC1=CC=C(CCNC(C(=O)N)CCC2=CC=CC=C2)C=C1 2-((4-chlorophenethyl)amino)-4-phenylbutyramide di-trifluoroacetate